5-((1r,3r)-3-(1-((4-chloro-1-methyl-1H-pyrazol-5-yl)methyl)-3-oxoisoindolin-2-yl)cyclobutyl)oxazol-2(3H)-one ClC=1C=NN(C1C[C@H]1N(C(C2=CC=CC=C12)=O)C1CC(C1)C1=CNC(O1)=O)C